tert-butyl ((2S)-4-(benzylamino)-3-hydroxy-4-oxo-1-(pyridin-3-yl)butan-2-yl)carbamate C(C1=CC=CC=C1)NC(C([C@H](CC=1C=NC=CC1)NC(OC(C)(C)C)=O)O)=O